NC1=NC(=C2N=CN(C2=N1)[C@H]1C[C@H](C1)COP(=O)(OC1=CC=C(C2=CC=CC=C12)Cl)N[C@@H](C)C(=O)OC)OC Methyl (((cis-3-(2-amino-6-methoxy-9H-purin-9-yl)cyclobutyl)methoxy) ((4-chloronaphthalen-1-yl) oxy)phosphoryl)-L-alaninate